(8R,9R)-6-methyl-9-(3-((triisopropylsilyl)oxy)prop-1-en-2-yl)-1,4-dioxaspiro[4.5]dec-6-en-8-yl 2-(diethoxyphosphoryl)acetate C(C)OP(=O)(OCC)CC(=O)O[C@@H]1C=C(C2(OCCO2)C[C@@H]1C(=C)CO[Si](C(C)C)(C(C)C)C(C)C)C